bis(2-hydroxy-1,1-dimethylethyl) sulfide OCC(C)(C)SC(CO)(C)C